1-(9Z-octadecenoyl)-sn-glycero-3-phosphoethanol C(C=CCCCCCCCCCCCCCCC)(=O)OC[C@@H](O)COP(=O)(O)OCC